FC1=C(C=C2C=C(C=NC2=C1)Br)C(C)N1C(C2=CC=CC=C2C1=O)=O 2-(1-(7-fluoro-3-bromo-6-quinolinyl)ethyl)isoindole-1,3-dione